N-(1-(3-Isopropylnaphthalen-1-yl)cyclopropyl)-2-methyl-5-((1-methylazetidin-2-yl)methoxy)benzamide C(C)(C)C=1C=C(C2=CC=CC=C2C1)C1(CC1)NC(C1=C(C=CC(=C1)OCC1N(CC1)C)C)=O